2,2-bis[4-(methacryloyloxy-ethoxy)phenyl]propane C(C(=C)C)(=O)OCCOC1=CC=C(C=C1)C(C)(C)C1=CC=C(C=C1)OCCOC(C(=C)C)=O